6-tert-butyl-2-{[3-(3-phenyl-1,2,4-oxadiazol-5-yl)propyl]sulfanyl}pyrimidin-4-ol C(C)(C)(C)C1=CC(=NC(=N1)SCCCC1=NC(=NO1)C1=CC=CC=C1)O